(S)-2-((2-((S)-4-(difluoromethyl)-2-oxo-1,3-thiazepan-3-yl)-5,6-dihydrobenzo[f]imidazo[1,2-d][1,4]oxazepin-9-yl)amino)-3-methoxypropionamide FC([C@H]1N(C(SCCC1)=O)C=1N=C2N(CCOC3=C2C=CC(=C3)N[C@H](C(=O)N)COC)C1)F